NC=1C=C(CS(=O)(=O)N2C(CC(CC2)NC=2C(=C(C=CC2)C2=C(C(=C(S2)C(=O)OC(C)(C)C)OCC(=O)OC(C)(C)C)Cl)F)(C)C)C=CC1F tert-butyl 5-(3-((1-((3-amino-4-fluorobenzyl)sulfonyl)-2,2-dimethylpiperidin-4-yl)amino)-2-fluorophenyl)-3-(2-(tert-butoxy)-2-oxoethoxy)-4-chlorothiophene-2-carboxylate